rac-3-fluoro-2-hydroxy-5-(2-(4-(pyrrolidin-1-yl)phenyl)pyrrolidine-1-carbonyl)benzaldehyde FC=1C(=C(C=O)C=C(C1)C(=O)N1[C@H](CCC1)C1=CC=C(C=C1)N1CCCC1)O |r|